Ethyl 4,5-dichloro-1H-indole-2-carboxylate ClC1=C2C=C(NC2=CC=C1Cl)C(=O)OCC